C1(CC1)CC(=O)N1[C@@H](C2=C(CC1)NC=N2)C2=NN1C(C=CC=C1)=C2 (S)-2-cyclopropyl-1-(4-(pyrazolo[1,5-a]pyridin-2-yl)-6,7-dihydro-1H-imidazo[4,5-c]pyridin-5(4H)-yl)ethanone